COC=1C=C(C=CC1N1CCC(CC1)N1CCN(CC1)C)NC1=NC=C(C(=N1)N1OCCC1C=1C=NC=CC1)C(F)(F)F N-(3-methoxy-4-(4-(4-methylpiperazin-1-yl)piperidin-1-yl)phenyl)-4-(3-(pyridine-3-yl)isoxazolidin-2-yl)-5-(trifluoromethyl)pyrimidin-2-amine